CC1(CC(C(CC1)C(=O)OC)=O)C methyl 4,4-dimethyl-2-oxo-cyclohexanecarboxylate